N1(CCNCC1)CCN 1-piperazine-ethaneamine